N-Ethylanilin C(C)NC1=CC=CC=C1